C(C)(C)(C)OC(=O)N1C[C@@H](N(CC1)C(C(=O)C=1N=C(N=NC1N(CC1=CC=C(C=C1)OC)CC1=CC=C(C=C1)OC)SC)C(CC)=O)C.C(C=C)(=O)OCCC acryloyl-oxypropane tert-butyl-(3S)-4-(1-(6-(bis(4-methoxybenzyl)amino)-3-(methylthio)-1,2,4-triazin-5-yl)-1,3-dioxopentan-2-yl)-3-methylpiperazine-1-carboxylate